O-Methylisourea hemisulfate COC(=N)N.COC(=N)N.OS(=O)(=O)O